2-Chloro-4-(8-(5-(4-((4-(3-((2,6-dioxopiperidin-3-yl)amino)phenyl)piperazin-1-yl)methyl)piperidine-1-carbonyl)pyrazin-2-yl)-3-methyl-2,8-diazaspiro[4.5]decan-2-yl)benzonitrile ClC1=C(C#N)C=CC(=C1)N1CC2(CC1C)CCN(CC2)C2=NC=C(N=C2)C(=O)N2CCC(CC2)CN2CCN(CC2)C2=CC(=CC=C2)NC2C(NC(CC2)=O)=O